1-(2-(methylsulfonyl)ethyl)-4-(4,4,5,5-tetramethyl-1,3,2-dioxaborolan-2-yl)-1H-pyrazole CS(=O)(=O)CCN1N=CC(=C1)B1OC(C(O1)(C)C)(C)C